The molecule is a benzoate ester that is the methyl ester of salicylic acid. It has a role as a flavouring agent, a metabolite and an insect attractant. It is a benzoate ester and a member of salicylates. It derives from a salicylic acid. COC(=O)C1=CC=CC=C1O